tert.-butyl [2-(4-ethylphenyl)-1-methyl-1H-benzimidazol-5-yl]carbamate C(C)C1=CC=C(C=C1)C1=NC2=C(N1C)C=CC(=C2)NC(OC(C)(C)C)=O